8,9-difluoro-7-(6-((1-phenyl-2,5,8,11,14-pentaoxahexadecan-16-yl)oxy)pyridin-3-yl)-5H-pyrido[4,3-b]indole FC1=C(C=2C3=C(NC2C=C1C=1C=NC(=CC1)OCCOCCOCCOCCOCCOCC1=CC=CC=C1)C=CN=C3)F